Ethyl-5-methyl-2-((2-(4-benzyl-1H-1,2,3-triazol-1-yl)ethoxy)methyl)-4-(2-chlorophenyl)-6-methyl-1,4-dihydropyridine-3,5-dicarboxylic acid C(C)N1C(=C(C(C(C1C)(C(=O)O)C)C1=C(C=CC=C1)Cl)C(=O)O)COCCN1N=NC(=C1)CC1=CC=CC=C1